C(C=C)OC(=O)N(C(C(=O)O)CC1=CC=C(C=C1)C)CC 2-(((Allyloxy)carbonyl)(ethyl)amino)-3-(p-tolyl)propanoic acid